CC1=C(C=C(C=C1)N=C=O)N=C=O The molecule is a toluene meta-diisocyanate in which the isocyanato groups are at positions 2 and 4 relative to the methyl group on the benzene ring. It has a role as a hapten and an allergen.